CC(C(=O)C1=CC=C(C=C1)SC)(C)N1CCOCC1 2-methyl-1-[4-(methylthio)phenyl]-2-morpholinon-propan-1-one